4-(4-1H-pyrazolyl)phenyl-methane N1N=CC(=C1)C1=CC=C(C=C1)C